FC(OC=1C=NC(=NC1)NC1CCN(CC1)S(=O)(=O)C=1C=C(C=CC1)N1CCC(CC1)CN1CCN(CC1)C=1C=C2CN(C(C2=CC1F)=O)C1C(NC(CC1)=O)=O)F 3-(5-(4-((1-(3-((4-((5-(difluoromethoxy)-pyrimidin-2-yl)amino)piperidin-1-yl)sulfonyl)phenyl)piperidin-4-yl)methyl)-piperazin-1-yl)-6-fluoro-1-oxoisoindolin-2-yl)piperidine-2,6-dione